4'-ethylene disulfate S1(=O)(=O)OCCOS(O1)(=O)=O